ClC1=CC=C(C=C1)[C@@]1(N(C(C2=CC(=CC(=C12)F)C(C)(C)O)=O)CC1=CC=C(C=C1)Cl)OCC1(CC1)CO (3R)-3-(4-chlorophenyl)-2-[(4-chlorophenyl)methyl]-4-fluoro-3-([1-(hydroxymethyl)cyclopropyl]methoxy)-6-(2-hydroxypropan-2-yl)-2,3-dihydro-1H-isoindol-1-one